water mono-chlorine [Cl].O